OCC1=CC=C2C3(CC=4C(=NOC4C2=C1)C(=O)N)CC3 8'-(hydroxymethyl)-4'H-spiro[cyclopropane-1,5'-naphtho[2,1-d]isoxazole]-3'-carboxamide